2-(3-ethyl-4-hydroxy-5-isopropyl-phenyl)-3,3,3-trifluoro-2-hydroxypropionamide C(C)C=1C=C(C=C(C1O)C(C)C)C(C(=O)N)(C(F)(F)F)O